C(C=C)(=O)N1C[C@@H]2COC3=C(C(N2CC1)=O)C(=NC(=C3F)C3=C(C=CC=C3)F)N3C(C[C@@H](C3)N3CCN(CC3)C)(C)C (R)-8-acryloyl-1-((S)-2,2-dimethyl-4-(4-methylpiperazin-1-yl)pyrrolidin-1-yl)-4-fluoro-3-(2-fluorophenyl)-6,6a,7,8,9,10-hexahydro-12H-pyrazino[2,1-c]pyrido[3,4-f][1,4]oxazepin-12-one